N-((R)-1-(3-(difluoromethyl)-2-fluorophenyl)ethyl)-2-methyl-6-(2-oxa-6-azaspiro[3.3]hept-6-yl)pyrido[2,3-d]pyrimidin-4-amine FC(C=1C(=C(C=CC1)[C@@H](C)NC=1C2=C(N=C(N1)C)N=CC(=C2)N2CC1(COC1)C2)F)F